C(C)(C)OC1=C(C=C(C(=C1)C1=CC=NC=C1)C)[N+](=O)[O-] 2-isopropoxy-5-methyl-4-(pyridine-4-yl)nitrobenzene